N1C(=CC=2C=NC=CC21)CNC(CN2C(=NC=C(C2=O)N[C@H](C)C=2SC(=CC2)C2=CC=CC=C2)N2CCCCC2)=O (R)-N-((1H-Pyrrolo[3,2-c]pyridine-2-yl)methyl)-2-(6-oxo-5-((1-(5-phenylthiophen-2-yl)ethyl)amino)-2-(piperidin-1-yl)pyrimidin-1(6H)-yl)acetamide